2-[[5-[[(2'S,4R)-2-ethyl-2'-methyl-spiro[6,7-dihydrothieno[3,2-c]pyran-4,4'-piperidine]-1'-yl]methyl]pyrimidin-2-yl]amino]-2-methyl-propan-1-ol C(C)C1=CC2=C(CCO[C@]23C[C@@H](N(CC3)CC=3C=NC(=NC3)NC(CO)(C)C)C)S1